diphenyl-methylene(cyclopentadienyl)(2,7-dimethyl-9-fluorenyl)hafnium C1(=CC=CC=C1)C(=[Hf](C1C2=CC(=CC=C2C=2C=CC(=CC12)C)C)C1C=CC=C1)C1=CC=CC=C1